(E)-3-(3,5-dimethoxyphenyl)-1-(5-hydroxy-7-methoxy-2,2-dimethyl-2H-chromen-6-yl)prop-2-en-1-one COC=1C=C(C=C(C1)OC)/C=C/C(=O)C=1C(=C2C=CC(OC2=CC1OC)(C)C)O